C[C@@H](CC)NC(O[C@H]1C[C@H](CC1)C1=CC(=NN1)NC(CC=1N=NN(C1)CC(F)(F)F)=O)=O (1R,3S)-3-[3-({[1-(2,2,2-trifluoroethyl)-1H-1,2,3-triazol-4-yl]acetyl}amino)-1H-pyrazol-5-yl]cyclopentyl (2S)-butan-2-ylcarbamate